3-(2-methyl-6-oxo-1,6-dihydropyridin-3-yl)-1-(2-methylcyclohexyl)-7-(trifluoromethyl)-2,3-dihydroquinazolin-4(1H)-one CC=1NC(C=CC1N1CN(C2=CC(=CC=C2C1=O)C(F)(F)F)C1C(CCCC1)C)=O